ClC=1C=C(C=C2C=C(N=CC12)NC(=O)[C@H]1[C@@H](C1)C#N)C1=C2C(=NC=C1)N(C=C2)S(=O)(=O)C2=CC=C(C=C2)C |r| (±)-trans-N-[8-chloro-6-[1-(p-tolylsulfonyl)pyrrolo[2,3-b]pyridin-4-yl]-3-isoquinolyl]-2-cyano-cyclopropanecarboxamide